6-(2-(3,4-Difluorophenyl)-5,6-dihydro-4H-pyrrolo[1,2-b]pyrazol-3-yl)quinoxaline FC=1C=C(C=CC1F)C=1C(=C2N(N1)CCC2)C=2C=C1N=CC=NC1=CC2